5,7-Bis(mercaptomethyl)-3,6,9-trithia-1,11-undecanedithiol SCC(CSCCS)SC(CSCCS)CS